C(C=C)(=O)OCCCCCC(C)C isooctyl acrylate